BrC1=CC(=C(N(C)C)C=C1)[N+](=O)[O-] 4-bromo-dimethyl-2-nitroaniline